[5-methyl-6-[1-(trifluoromethyl)cyclopropyl]pyrrolo[2,3-b]pyrazin-3-yl]methanol CN1C(=CC=2C1=NC(=CN2)CO)C2(CC2)C(F)(F)F